4,4-dimethyl-1-pentyn-3-one CC(C(C#C)=O)(C)C